ClC1=C(N=C2N(N=C(C(=C2)C)Cl)C1=O)C 3,7-Dichloro-2,8-dimethyl-4H-pyrimido[1,2-b]pyridazin-4-one